N[C@@H](C(=O)N[C@@H](CC(C)C)B1O[C@@]2([C@H](O1)C[C@H]1C([C@@H]2C1)(C)C)C)CC(=O)N1CCOCC1 (R)-2-amino-N-((R)-3-methyl-1-((3aS,4S,6S,7aR)-3a,5,5-trimethylhexahydro-4,6-methanobenzo[d][1,3,2]dioxaborol-2-yl)butyl)-4-morpholino-4-oxobutanamide